10,10-dioxido-3,24,34-trioxo-1-phenyl-2,9,11,14,17,20,27,31,38,41,44-undecaoxa-23,35-diaza-10-λ~5~-phosphahexatetracontan-46-yl 6-(benzyloxy)-6-oxohexyl phosphate P(=O)(OCCOCCOCCOCCNC(CCOCCCOCCC(NCCOCCOCCOCCOP(OCCCCCC(OCC1=CC=CC=C1)=O)([O-])=O)=O)=O)(OCCCCCC(=O)OCC1=CC=CC=C1)[O-]